ClC=1C=C(C=CC1C)C(C(=O)NCC=1C=C2CN(C(C2=CC1)=O)C1C(NC(CC1)=O)=O)(F)F 2-(3-chloro-4-methylphenyl)-N-((2-(2,6-dioxopiperidin-3-yl)-1-oxoisoindolin-5-yl)methyl)-2,2-difluoroacetamide